Cl.ClCCN(C)C 2-chloro-N,N-dimethylethan-amine hydrochloride